C(C)OC1=NC=CC=C1C=1C=C(C2=C(N1)N(N=C2C(C)C)C)NCC2=NC(=CC=C2)C 6-(2-ethoxy-3-pyridyl)-3-isopropyl-1-methyl-N-[(6-methyl-2-pyridyl)methyl]pyrazolo[3,4-b]pyridin-4-amine